6'-CHLORO-5-(((1R,2R)-2-((R)-1-HYDROXYALLYL)CYCLOBUTYL)METHYL)-3',4,4',5-TETRAHYDRO-2H,2'H-SPIRO[BENZO[B][1,4]OXAZEPINE-3,1'-NAPHTHALENE]-7-CARBOXAMIDE ClC=1C=C2CCCC3(C2=CC1)CN(C1=C(OC3)C=CC(=C1)C(=O)N)C[C@H]1[C@@H](CC1)[C@@H](C=C)O